(2R)-2-{methyl[2-(4-{[(3R)-1-methylpyrrolidin-3-yl]oxy}pyridin-2-yl)-5H,6H,7H-cyclopenta[d]pyrimidin-4-yl]amino}-N-(propan-2-yl)propanamide CN([C@@H](C(=O)NC(C)C)C)C=1C2=C(N=C(N1)C1=NC=CC(=C1)O[C@H]1CN(CC1)C)CCC2